phenyl (6-fluoro-2-methyl-2H-indazol-5-yl)carbamate FC=1C(=CC2=CN(N=C2C1)C)NC(OC1=CC=CC=C1)=O